Phthalazine-3-carboxylic acid tert-butyl ester C(C)(C)(C)OC(=O)N1NC=C2C=CC=CC2=C1